5-(p-methoxyphenyl)-1,2-dithiol-3-thione COC1=CC=C(C=C1)C1=CC(SS1)=S